[OH-].C(C)[N+](CC1=CC(=CC=C1)S(=O)(=O)O)=C1C=CC(C=C1)=C(C1=C(C=C(C=C1)O)S(=O)(=O)O)C1=CC=C(C=C1)N(CC1=CC(=CC=C1)S(=O)(=O)O)CC N-ethyl-N-[4-[[4-[ethyl[(3-sulfophenyl)methyl]amino]phenyl](4-hydroxy-2-sulfophenyl)methylene]-2,5-cyclohexadien-1-ylidene]-3-sulfobenzene-methanaminium hydroxide